FC(C(=O)O)(F)F.CN1C(=CC=2C=NC=CC21)CNC(CN2C(C(=NC=C2C2=CC=CC=C2)NCCC2=CC=CC=C2)=O)=O N-((1-Methyl-1H-pyrrolo[3,2-c]pyridin-2-yl)methyl)-2-(2-oxo-3-(phenethylamino)-6-phenylpyrazin-1(2H)-yl)acetamide trifluoroacetate